(S)-3-cyclopropyl-3-(3-((2'-fluoro-5'-methoxy-2-(2-methylbut-3-yn-2-yl)-[1,1'-biphenyl]-4-yl)methoxy)phenyl)propanoic acid C1(CC1)[C@H](CC(=O)O)C1=CC(=CC=C1)OCC1=CC(=C(C=C1)C1=C(C=CC(=C1)OC)F)C(C)(C#C)C